FC(OC=1C=C(C=CC1F)C=1C=C(C=NC1)CN1CC2(CCC2)OC1)F 6-[[5-[3-(Difluoromethoxy)-4-fluoro-phenyl]-3-pyridyl]methyl]-8-oxa-6-azaspiro[3.4]octan